C(C)N1C(=O)C(=O)C2=CC(=CC=C12)OC N-ethyl-5-methoxyisatin